ClC1=C(C(=NC=C1)C(=O)N1CCN(CC1)C1=C(N(C=2N(C1=O)N=C(N2)N2CCOCC2)CC(=O)NC2=C(C=C(C=C2)C(F)(F)F)Cl)CC)O 2-(6-(4-(4-chloro-3-hydroxypicolinoyl)piperazin-1-yl)-5-ethyl-2-morpholino-7-oxo-[1,2,4]triazolo[1,5-a]pyrimidin-4(7H)-yl)-N-(2-chloro-4-(trifluoromethyl)phenyl)acetamide